C1(=CC=CC=C1)CCCCN 4-phenylbutan-1-amine